2-[4-[[1-(2,6-dioxo-3-piperidyl)-3-methyl-2-oxo-benzimidazol-5-yl]methyl]piperazin-1-yl]acetic acid O=C1NC(CCC1N1C(N(C2=C1C=CC(=C2)CN2CCN(CC2)CC(=O)O)C)=O)=O